Cl.N[C@H](C(=O)N1[C@@H](C[C@H](C1)O)C(=O)NC(CN(C)C)C1=CC=C(C=C1)C1=C(N=CS1)C)C(C)(C)C (2S,4R)-1-((S)-2-amino-3,3-dimethylbutyryl)-N-(2-(dimethylamino)-1-(4-(4-methylthiazol-5-yl)phenyl)ethyl)-4-hydroxypyrrolidine-2-carboxamide hydrochloride